CC(C(=O)N)(C)C1=CC(=C(C=C1)C)B1OC(C(O1)(C)C)(C)C methyl-2-(4-methyl-3-(4,4,5,5-tetramethyl-1,3,2-dioxaborolan-2-yl)phenyl)propanamide